C(CC)OCCCCCCN1C=[N+](C=C1)CCCCCCOCCC 1,3-bis(6-propoxyhexyl)imidazolium